(S)- and (R)-4-(2-((2-(3-methyl-6-(1-methyl-1H-pyrazol-4-yl)imidazo[1,5-a]pyridin-1-yl)-2-oxo-1-phenylethyl)amino)eth-yl)benzamide CC1=NC(=C2N1C=C(C=C2)C=2C=NN(C2)C)C([C@H](C2=CC=CC=C2)NCCC2=CC=C(C(=O)N)C=C2)=O |r|